3-isopropyl-1-methyl-1-(7-(6-((1-methylpiperidin-2-yl)methoxy)pyridin-3-yl)-quinoxalin-2-yl)urea C(C)(C)NC(N(C1=NC2=CC(=CC=C2N=C1)C=1C=NC(=CC1)OCC1N(CCCC1)C)C)=O